6-(1H-Indazol-4-ylmethyl)-8-methyl-2-(3-methylamino-benzyl)-6,8-dihydro-3-thia-1,5,6,8-tetraaza-cyclopenta[a]inden-7-one N1N=CC2=C(C=CC=C12)CN1C(C=2N(C3=C(C2C=N1)SC(=N3)CC3=CC(=CC=C3)NC)C)=O